C(C1=CC=CC=C1)N1C[C@]2(CC[C@@H]([C@H]1C=C)N2C(=O)OC(C)(C)C)F tert-butyl (1S,4R,5S)-3-benzyl-1-fluoro-4-vinyl-3,8-diazabicyclo[3.2.1]octane-8-carboxylate